(1R,3aS,6aR)-N-((R)-1-cyano-2-((S)-2-oxopyrrolidin-3-yl)ethyl)-4,4-difluoro-2-(9-hydroxy-9H-fluorene-9-carbonyl)octahydrocyclopenta[c]pyrrole-1-carboxamide C(#N)[C@@H](C[C@H]1C(NCC1)=O)NC(=O)[C@@H]1N(C[C@@H]2[C@H]1CCC2(F)F)C(=O)C2(C1=CC=CC=C1C=1C=CC=CC21)O